8-chloro-6-hydroxy-5,6-dihydro-11H-benzo[5,6]cyclohepta[1,2-b]pyridine ClC=1C=CC2=C(C(CC=3C(=NC=CC3)C2)O)C1